rac-[1-(5-bromo-2-pyridyl)-2-methoxy-ethoxy]-tert-butyl-dimethyl-silane BrC=1C=CC(=NC1)[C@H](COC)O[Si](C)(C)C(C)(C)C |r|